(3R,4R)-N-[7-(4-chlorophenyl)-5-(trifluoromethyl)imidazo[4,3-f][1,2,4]triazin-2-yl]-3-fluoro-1-methanesulfonylpiperidin-4-amine ClC1=CC=C(C=C1)C1=NC(=C2C=NC(=NN21)N[C@H]2[C@@H](CN(CC2)S(=O)(=O)C)F)C(F)(F)F